ClC1=NC=C(C(=O)NC([2H])([2H])[2H])C(=C1)NC1=CN(C2=C1C(C(C=N2)C2CCC2)=O)C 6-Chloro-4-((5-cyclobutyl-1-methyl-4-oxo-4,5-dihydro-1H-pyrrolo[3,2-e]pyridin-3-yl)amino)-N-(methyl-d3)nicotinamide